methyl 4-[[[(2R,5S)-2-(4-bromophenyl)-3-oxo-1,4-thiazepan-5-yl]methylamino]methyl]benzoate BrC1=CC=C(C=C1)[C@H]1SCC[C@H](NC1=O)CNCC1=CC=C(C(=O)OC)C=C1